[Si](C1=CC=CC=C1)(C1=CC=CC=C1)(C(C)(C)C)OC1CC(C1)C(=O)O 3-((tert-Butyldiphenylsilyl)oxy)cyclobutanecarboxylic Acid